CN1N=CC(=C1)C#CCN 3-(1-Methyl-1H-pyrazol-4-yl)prop-2-yn-1-amine